N1C=NC=C1CC=O 2-(1H-imidazole-5-yl)acetaldehyde